6-chloro-N-[5-(1,1-dideutero-2,2-difluoro-ethyl)-4-methoxy-pyrimidin-2-yl]-7-pyrazol-1-yl-1H-indole-3-sulfonamide ClC1=CC=C2C(=CNC2=C1N1N=CC=C1)S(=O)(=O)NC1=NC=C(C(=N1)OC)C(C(F)F)([2H])[2H]